C(#N)C1=NC=C(C=N1)C(=O)NC=1C(=NC=CC1C1=C(C=CC(=C1)F)F)C1CCC(CC1)(F)F 2-cyano-N-(2-(4,4-difluorocyclohexyl)-4-(2,5-difluorophenyl)pyridin-3-yl)pyrimidine-5-carboxamide